N-(2-bromo-4-(perfluoropropan-2-yl)-6-(difluoromethoxy)phenyl)-2-fluoro-3-(hydroxyamino)benzamide BrC1=C(C(=CC(=C1)C(C(F)(F)F)(C(F)(F)F)F)OC(F)F)NC(C1=C(C(=CC=C1)NO)F)=O